Trifluorophenyl isothiocyanate FC1=C(C(=C(C=C1)N=C=S)F)F